4-[3-chloro-5-(2,6-difluorophenyl)-6H-pyrazolo[1,5-a][1,3,5]benzotriazepin-9-yl]-2,6-dimethyl-morpholine ClC=1C=NN2C1N=C(NC1=C2C=C(C=C1)N1CC(OC(C1)C)C)C1=C(C=CC=C1F)F